2-(2,5-dimethyl-1-tosyl-1H-pyrrolo[2,3-b]pyridin-3-yl)thiazole CC1=C(C=2C(=NC=C(C2)C)N1S(=O)(=O)C1=CC=C(C)C=C1)C=1SC=CN1